potassium neooctanoate C(CCCC(C)(C)C)(=O)[O-].[K+]